tert-butyl ((S)-1-((2R,4S)-4-hydroxy-2-(((S)-1-(4-(4-methylthiazol-5-yl)phenyl)ethyl)carbamoyl)pyrrolidin-1-yl)-3,3-dimethyl-1-oxobutan-2-yl)carbamate O[C@H]1C[C@@H](N(C1)C([C@H](C(C)(C)C)NC(OC(C)(C)C)=O)=O)C(N[C@@H](C)C1=CC=C(C=C1)C1=C(N=CS1)C)=O